1-[[4-[[2-(trifluoromethyl)-1,3-dioxolan-2-yl]methoxy]phenyl]methyl]-1H-pyrazole-4-carboxylic acid 2-butyn-1-yl ester C(C#CC)OC(=O)C=1C=NN(C1)CC1=CC=C(C=C1)OCC1(OCCO1)C(F)(F)F